COC1=C(C(=NC=C1C)CS(=O)C1=NC2=C(N1)C=CC(=C2)OC(CCCC)=O)C pentanoic acid 2-(((4-methoxy-3,5-dimethylpyridin-2-yl) methyl) sulfinyl)-1H-benzo[d]imidazol-5-yl ester